N-[(1R)-1-(4-bromophenyl)-2-hydroxy-ethyl]carbamic acid tert-butyl ester C(C)(C)(C)OC(N[C@@H](CO)C1=CC=C(C=C1)Br)=O